5-benzylsulfanyl-2-methyl-2,7-naphthyridin-1-one C(C1=CC=CC=C1)SC1=C2C=CN(C(C2=CN=C1)=O)C